Saccharin, Calcium Salt [Ca].S1(=O)(=O)NC(=O)C2=CC=CC=C12